C(C)(=O)ON(C(CCC(=O)OC)=O)CC#C methyl 4-(acetoxy(prop-2-yn-1-yl)amino)-4-oxobutanoate